m-phenylenediphenol C1(=CC(=CC=C1)C1=C(C=CC=C1)O)C1=C(C=CC=C1)O